N1N=NN=C1C1CCC(CC1)NC(OC(C)(C)C)=O tert-butyl ((1r,4r)-4-(1H-tetrazol-5-yl)cyclohexyl)carbamate